4-heptylcyclohexanoic acid C(CCCCCC)C1CCC(CC1)C(=O)O